OC1=C(C(N)=S)C=CC=C1 hydroxybenzothioamide